C(C1=CC=CC=C1)OC=1C(=C(C2=CC(=CC=C2C1)OC[C@H]1CNCCC1)F)N1CC(NS1(=O)=O)=O 5-[3-benzyloxy-1-fluoro-7-[[(3R)-3-piperidyl]methoxy]-2-naphthyl]-1,1-dioxo-1,2,5-thiadiazolidin-3-one